N-(2-(1H-indol-3-yl)ethyl)-2-methyl-5-ureidobenzamide N1C=C(C2=CC=CC=C12)CCNC(C1=C(C=CC(=C1)NC(=O)N)C)=O